COC(C1=C(C=CC(=C1)OC(F)(F)F)Cl)=O 2-Chloro-5-(trifluoromethoxy)benzoic acid methyl ester